3,4-dihydroxybenzoic acid manganese [Mn].OC=1C=C(C(=O)O)C=CC1O